4-(N,N-bis(4-(6-chlorohexyl)phenyl)amino)phenylboronic acid pinacol ester ClCCCCCCC1=CC=C(C=C1)N(C1=CC=C(C=C1)CCCCCCCl)C1=CC=C(C=C1)B1OC(C)(C)C(C)(C)O1